2,3-dihydrofarnesal CC(CC/C=C(/C)\CCC=C(C)C)CC=O